C(CCC)(=O)NC1=C(C=C(C=C1)[N+](=O)[O-])CN1N=CN=N1 2-[(2-butanamido-5-nitrophenyl)methyl]-2H-1,2,3,4-tetrazol